8-((cyclopropylmethyl)(2'-methyl-[1,1'-biphenyl]-4-yl)amino)-5-methyl-6-oxo-5,6-dihydro-1,5-naphthyridine-2-carbonitrile C1(CC1)CN(C1=CC(N(C=2C=CC(=NC12)C#N)C)=O)C1=CC=C(C=C1)C1=C(C=CC=C1)C